S1CN[C@@H](C1)C(=O)O (R)-thiazolidine-4-carboxylic acid